1,1,1,3,3,3-Hexafluoropropan-2-yl 2,2-dimethyl-3-(3-(4-(trifluoromethyl)phenyl)-1H-indazol-1-yl)-propanoate CC(C(=O)OC(C(F)(F)F)C(F)(F)F)(CN1N=C(C2=CC=CC=C12)C1=CC=C(C=C1)C(F)(F)F)C